ClC1=C2C(=NN(C2=CC=C1)S(=O)(=O)C1=CC=C(C=C1)C(F)(F)F)N1CC(C(C1)(F)F)(F)F 4-Chloro-3-(3,3,4,4-tetrafluoropyrrolidin-1-yl)-1-[4-(trifluoromethyl)phenyl]sulfonyl-indazole